C(C)(=O)N1CCC(CC1)C=1C(=NC2=CC(=CC(=C2N1)[C@@H](C)NC1=C(C(=O)O)C=CC=C1)C)C#N (R)-2-((1-(3-(1-acetylpiperidin-4-yl)-2-cyano-7-methylquinoxalin-5-yl)ethyl)amino)benzoic acid